C(C)(C)(C)C1=CC=C(C=C1)NC1=CC=C2C=CC=3C(=CC=C4C=CC1=C2C34)NC3=CC=C(C=C3)C(C)(C)C N,N'-bis(4-tert-butylphenyl)pyrene-1,6-diamine